tert-butyl (1-(3-((3-chloro-1-methyl-2-oxo-1,2-dihydropyridin-4-yl)thio)-1-(tetrahydro-2H-pyran-2-yl)-1H-pyrazolo[3,4-b]pyrazin-6-yl)-4-methylpiperidin-4-yl)carbamate ClC=1C(N(C=CC1SC1=NN(C2=NC(=CN=C21)N2CCC(CC2)(C)NC(OC(C)(C)C)=O)C2OCCCC2)C)=O